2,4-diethyl-9H-9-thioxanthone C(C)C1=CC=2C(C3=CC=CC=C3SC2C(=C1)CC)=O